aluminum di(p-tert-butylbenzoate) C(C)(C)(C)C1=CC=C(C(=O)[O-])C=C1.C(C)(C)(C)C1=CC=C(C(=O)[O-])C=C1.[Al+2]